2-(3-cyclopropyl-5-methyl-1H-pyrazol-1-yl)acetic acid C1(CC1)C1=NN(C(=C1)C)CC(=O)O